8-(3,4-dimethoxyphenyl)-N-[(4-methoxyphenyl)methyl]-2,7-dimethyl-pyrazolo[1,5-a][1,3,5]triazin-4-amine COC=1C=C(C=CC1OC)C=1C(=NN2C1N=C(N=C2NCC2=CC=C(C=C2)OC)C)C